rac-(3-(((2R,3S,4R,5R)-5-(6-chloro-4-(cyclopentylamino)-1H-pyrazolo[3,4-d]pyrimidin-1-yl)-3,4-dihydroxytetrahydro-furan-2-yl)methoxy)-3-hydroxy-2-phosphonopropyl)benzoic acid ClC1=NC(=C2C(=N1)N(N=C2)[C@H]2[C@@H]([C@@H]([C@H](O2)COC(C(CC2=C(C(=O)O)C=CC=C2)P(=O)(O)O)O)O)O)NC2CCCC2